3-((((9H-fluoren-9-yl)methoxy)-carbonyl)amino)propanoic acid C1=CC=CC=2C3=CC=CC=C3C(C12)COC(=O)NCCC(=O)O